COC=1C(=C2C=CNC2=C(C1)C)CN1[C@H](C[C@H](CC1)NC1COC1)C1=C(C(=O)O)C=CC=C1 (2r,4s)-(1-((5-methoxy-7-methyl-1H-indol-4-yl)methyl)-4-(oxetan-3-ylamino)piperidin-2-yl)benzoic acid